1-fluoroadamantan-2-yl isocyanate FC12C(C3CC(CC(C1)C3)C2)N=C=O